Benzyl-4-(azetidin-3-yloxy)piperidine C(C1=CC=CC=C1)N1CCC(CC1)OC1CNC1